OC1(CCC(OC1)CN1C(N(C=2N=CN(C2C1=O)C)C)=O)C(F)(F)F 1-((5-hydroxy-5-(trifluoromethyl)tetrahydro-2H-pyran-2-yl)methyl)-3,7-dimethyl-1H-purine-2,6(3H,7H)-dione